BrC1=CC(=C2N(C1=O)C1(NC2=O)CCC2(CC1)N(C2)C(=O)OCC2=CC=CC=C2)C BENZYL 6''-bromo-8''-methyl-1'',5''-dioxo-1'',5''-dihydro-2''H-dispiro[aziridine-2,1'-cyclohexane-4',3''-imidazo[1,5-a]pyridine]-1-carboxylate